(R)-N-(5-(3-(difluoromethyl)-1,2,4-oxadiazol-5-yl)-2,3-dihydro-1H-inden-1-yl)-1-methyl-1H-pyrazole-5-carboxamide FC(C1=NOC(=N1)C=1C=C2CC[C@H](C2=CC1)NC(=O)C1=CC=NN1C)F